N(C1=CC=CC=C1)C1=C(NC2=C1C(N(CC2)C)=O)C2=CC(=NC=C2)NC([C@H](C)C2=CC=C(C=C2)F)=O (2R)-N-[4-(3-anilino-5-methyl-4-oxo-4,5,6,7-tetrahydro-1H-pyrrolo[3,2-c]pyridin-2-yl)pyridin-2-yl]-2-(4-fluorophenyl)propanamide